(1R,3R,4R)-N-((S)-1-cyano-2-((S)-2-oxopyrrolidin-3-yl)ethyl)-5,5-difluoro-2-(9-hydroxy-9H-fluorene-9-carbonyl)-2-azabicyclo[2.2.2]octane-3-carboxamide C(#N)[C@H](C[C@H]1C(NCC1)=O)NC(=O)[C@@H]1N([C@H]2CC([C@@H]1CC2)(F)F)C(=O)C2(C1=CC=CC=C1C=1C=CC=CC21)O